1-(4-benzyloxyphenyl)-2-(morpholin-4-yl)propan-1-one tert-butyl-(S)-(1-(4-(5-(3-(((benzyloxy)carbonyl)amino)propoxy)pyrimidin-2-yl)phenyl)ethyl)carbamate C(C)(C)(C)N(C(O)=O)[C@@H](C)C1=CC=C(C=C1)C1=NC=C(C=N1)OCCCNC(=O)OCC1=CC=CC=C1.C(C1=CC=CC=C1)OC1=CC=C(C=C1)C(C(C)N1CCOCC1)=O